4-(5-(4-(4-(3,3-difluorocyclobutyl)-4H-1,2,4-triazol-3-yl)phenyl)pyridin-3-yl)-7-methyl-8,9-dihydropyrido[3',2':4,5]pyrrolo[1,2-a]pyrazin-6(7H)-one FC1(CC(C1)N1C(=NN=C1)C1=CC=C(C=C1)C=1C=C(C=NC1)C1=CC=NC2=C1C=C1N2CCN(C1=O)C)F